3-Mercaptopropyltrimethoxy-silane SCCC[Si](OC)(OC)OC